(1R,4S)-3-oxobicyclo[2.2.1]heptane-1-carboxylic acid methyl ester COC(=O)[C@]12CC([C@@H](CC1)C2)=O